F[C@@H]1[C@@H](C1)NC(=O)C1=CN=C2N1N=CC=C2NC N-[(1R,2S)-2-fluorocyclopropyl]-8-(methylamino)imidazo[1,2-b]pyridazine-3-carboxamide